C(C#C)OCCOCCCN 3-(2-prop-2-ynoxyethoxy)propan-1-amine